phenol compound with methacrylic anhydride C(C(=C)C)(=O)OC(C(=C)C)=O.C1(=CC=CC=C1)O